C(C)(C)(C)OC(=O)N1CC(C(C1)(C)C)=O 4,4-dimethyl-3-oxopyrrolidine-1-carboxylic acid tert-butyl ester